tert-butyl 4-(4-hydroxycyclohexanecarbonyl)-3,3-dimethyl-piperazine-1-carboxylate OC1CCC(CC1)C(=O)N1C(CN(CC1)C(=O)OC(C)(C)C)(C)C